N-(1S,4S)-[4-[[2-chloro-6-(trifluoromethyl)-4-pyridyl]amino]cyclohexyl]-4-methoxy-benzamide ClC1=NC(=CC(=C1)NC1CCC(CC1)NC(C1=CC=C(C=C1)OC)=O)C(F)(F)F